FC=1C=C(C=C2C=CN(C(C12)=O)C1CCN(C2(CC2)C1)C(=O)OC(C)(C)C)C1=CC2=CN(N=C2C(=C1OCOC)C)C tert-butyl 7-{8-fluoro-6-[6-(methoxymethoxy)-2,7-dimethylindazol-5-yl]-1-oxoisoquinolin-2-yl}-4-azaspiro[2.5]octane-4-carboxylate